CC1=NC=C(C=C1)[C@H]1N(CCC1)C (S)-2-methyl-5-(1-methyl-2-pyrrolidinyl)pyridine